NO (S)-aminoalcohol